N-[3-(1-methylethoxy)phenyl]-2-(trifluoromethyl)benzamide CC(C)OC=1C=C(C=CC1)NC(C1=C(C=CC=C1)C(F)(F)F)=O